C1(CC(C(CC1)C(C)C)OC(C=1C(N)=CC=CC1)=O)C menthylanthranilate